IC1=CC(=NC(=C1)N1CCOCC1)N[C@H](C(=O)NC)C (2S)-2-{[4-iodo-6-(morpholin-4-yl)pyridin-2-yl]amino}-N-methylpropanamide